CN(C(=O)C12CC(C1)(C2)C(=O)N(C2=NN=NN2)C)C2CCNCC2 N1,N3-dimethyl-N1-(piperidin-4-yl)-N3-(1H-tetrazol-5-yl)bicyclo[1.1.1]pentane-1,3-dicarboxamide